3-(2-chloro-6-methyl-4-pyridinyl)-2-(3-cyanophenyl)-N-(4-cyano-4-piperidinyl)pyrazolo[1,5-a]pyrimidine-5-carboxamide ClC1=NC(=CC(=C1)C=1C(=NN2C1N=C(C=C2)C(=O)NC2(CCNCC2)C#N)C2=CC(=CC=C2)C#N)C